(S)-quinuclidin-3-yl (7-(3-(tert-butyl)phenyl)chroman-4-yl)carbamate C(C)(C)(C)C=1C=C(C=CC1)C1=CC=C2C(CCOC2=C1)NC(O[C@@H]1CN2CCC1CC2)=O